(S)-3-(4-((4-(3-((2-(1-hydroxyethyl)-1H-imidazol-1-yl)methyl)isoxazole-5-yl)phenyl)ethynyl)phenyl)propanoic acid O[C@@H](C)C=1N(C=CN1)CC1=NOC(=C1)C1=CC=C(C=C1)C#CC1=CC=C(C=C1)CCC(=O)O